N-methyl-methacrylamide hydrochloride Cl.CNC(C(=C)C)=O